CCCCCCCCCCCCCCC(=O)OC[C@H](COP(=O)(O)OC[C@H](CO)O)OC(=O)CCCCC/C=C\C/C=C\C/C=C\C/C=C\CCCCC 1-pentadecanoyl-2-(7Z,10Z,13Z,16Z-docosatetraenoyl)-glycero-3-phospho-(1'-sn-glycerol)